6,10-dimethylundec-5,9-dien-2-ol CC(=CCCC(C)O)CCC=C(C)C